OC1=CC=C(C=C1)CCC(C)(C1=CC=C(C=C1)O)C1=CC=C(C=C1)O 4,4'-[4-(4-hydroxyphenyl)butane-2,2-diyl]diphenol